(Rac)-6-chloro-1-methyl-4-[4-(5-methyl-1,3-benzooxazol-2-yl)piperidin-1-yl]-2-oxo-7-[(oxolan-3-yl)methoxy]-1,2-dihydro-quinoline-3-carbonitrile ClC=1C=C2C(=C(C(N(C2=CC1OC[C@H]1COCC1)C)=O)C#N)N1CCC(CC1)C=1OC2=C(N1)C=C(C=C2)C |r|